(6R,9R)-6-methyl-9-(1-hydroxyisopropyl)-2-(4,4,4-trifluorobutyl)-4,4,10,10-tetradeuterobicyclo[4.4.0]dec-1-en-3-one C[C@]12CC(C(C(=C2C([C@@H](CC1)C(C)(C)O)([2H])[2H])CCCC(F)(F)F)=O)([2H])[2H]